OC(COC=1C=CC=2N(C1)N=CC2C#N)(C)C 6-(2-hydroxy-2-methylpropoxy)pyrazolo[1,5-a]Pyridine-3-carbonitrile